methyl 5-carbamoyl-2-(2-(4-cyanophenyl)butanamido)-4-methylthiophene-3-carboxylate C(N)(=O)C1=C(C(=C(S1)NC(C(CC)C1=CC=C(C=C1)C#N)=O)C(=O)OC)C